N-[4-(carbamimidamidomethyl)phenyl]-4-(1-carbamimidoyl-1,2,3,6-tetrahydropyridin-4-yl)thiophene-2-carboxamide trifluoroacetate FC(C(=O)O)(F)F.N(C(=N)N)CC1=CC=C(C=C1)NC(=O)C=1SC=C(C1)C=1CCN(CC1)C(N)=N